dimethylsilanediyl(4-ferrocenyl-2-methyl-1,5,6,7-tetrahydro-s-indacenyl)(2,3,4,5-tetramethylcyclopentadienyl)zirconium dichloride [Cl-].[Cl-].C[Si](=[Zr+2](C1C(=C(C(=C1C)C)C)C)C1C(=CC2=C(C=3CCCC3C=C12)[C-]1C=CC=C1)C)C.[CH-]1C=CC=C1.[Fe+2]